2-(2,4-dichlorophenyl)-N-[4-(4-fluoro-1H-pyrazol-1-yl)-3-sulfamoylphenyl]acetamide ClC1=C(C=CC(=C1)Cl)CC(=O)NC1=CC(=C(C=C1)N1N=CC(=C1)F)S(N)(=O)=O